9-methyl-7-(trifluoromethyl)-furo[3,2-b][1,5]benzoxazepin-10(9H)-one CN1C(C2=C(OC3=C1C=C(C=C3)C(F)(F)F)C=CO2)=O